4-bromo-4-hydroxy-5-methoxybenzaldehyde BrC1(CC=C(C=O)C=C1OC)O